CC1CCC(CC1)C1=CC=C(C=C1)O 4-(4-Methylcyclohexyl)phenol